COC(CCC=1N=C2N(C=C(C(=C2F)OC)Br)C1)=O.CC1=CC=C(C=C1)S(=O)(=O)OCCCC n-butyl p-toluenesulfonate methyl-3-(6-bromo-8-fluoro-7-methoxy-imidazo[1,2-a]pyridin-2-yl)propanoate